O1CCN(CC1)CC1=CC=C(C=C1)N1N=C(C2=C1C=1C=CC=C(C1S(C2)(=O)=O)C(F)(F)F)C(=O)N2CCOC1(CC1)C2 (1-(4-(morpholinomethyl)phenyl)-5,5-dioxido-6-(trifluoromethyl)-1,4-dihydrothiochromeno[4,3-c]pyrazol-3-yl)(4-oxa-7-azaspiro[2.5]octan-7-yl)methanone